C1(CC1)C#CC1=C(C(=O)NOC)C=CC=C1 2-(cyclopropylethynyl)-N-methoxybenzamide